5-(5-Cyano-2-(trifluoromethoxy)phenyl)-N-((3R,5S)-1-cyano-5-(methoxymethyl)pyrrolidin-3-yl)oxazole-2-carboxamide C(#N)C=1C=CC(=C(C1)C1=CN=C(O1)C(=O)N[C@H]1CN([C@@H](C1)COC)C#N)OC(F)(F)F